(4S)-N-[(R or S)-(3-chloro-2,4-di-fluoro-phenyl)(3,3-dimethylcyclobutyl)meth-yl]-2-oxoimidazolidine-4-carboxamide ClC=1C(=C(C=CC1F)[C@H](NC(=O)[C@H]1NC(NC1)=O)C1CC(C1)(C)C)F |o1:8|